(2s)-1-(3-{3-[1-(4-Amino-3-methyl-1H-pyrazolo[3,4-d]pyrimidin-1-yl)ethyl]-5-chloro-6-fluoro-2-methoxyphenyl}azetidin-1-yl)propan-2-ol NC1=C2C(=NC=N1)N(N=C2C)C(C)C=2C(=C(C(=C(C2)Cl)F)C2CN(C2)C[C@H](C)O)OC